methyl isonitrile p-toluenesulfonate CC1=CC=C(C=C1)S(=O)(=O)O.C[N+]#[C-]